1-phenyl-1H-benzo[g]indazole-4,5-dione C1(=CC=CC=C1)N1N=CC=2C(C(C3=C(C12)C=CC=C3)=O)=O